[C@H](C)(CC)[C@@H]1N(CC2=C(NC1=O)C=CC=C2)C(CCN2[C@H](CCC2)C(=O)N)=O (R)-1-(3-((S)-3-((S)-sec-butyl)-2-oxo-1,2,3,5-tetrahydro-4H-benzo[e][1,4]diazepin-4-yl)-3-oxopropyl)pyrrolidine-2-carboxamide